N1=CC=NC=C2C1=C1C(C=C2)=NC=C1 pyrrolo[1,4]benzodiazepine